ClC1=CC=C2C(=N1)NN=C2 6-chloropyrazolo[3,4-b]pyridine